C(C1=CC=CC=C1)N1CC2=CC(=C(C=C2CC1)OC)C=O 2-benzyl-6-methoxy-1,2,3,4-tetrahydro-isoquinoline-7-carbaldehyde